CS(=O)(=O)N1C=CC2=CC=C(C=C12)C(=O)O 1-(methylsulfonyl)-1H-indole-6-carboxylic Acid